C(C)(C)(C)OC(=O)N1CC(CCC1)N1N=C(C=2C1=NC=NC2N)I 3-(4-amino-3-iodo-1H-pyrazolo[3,4-d]-pyrimidin-1-yl)piperidine-1-carboxylic acid tert-butyl ester